3,5-difluoro-4-((1-isopropyl-1H-pyrazol-4-yl)oxy)benzaldehyde FC=1C=C(C=O)C=C(C1OC=1C=NN(C1)C(C)C)F